2,3-diamino-6-methoxypyridine NC1=NC(=CC=C1N)OC